(E)-3-(4-(3-(2-methoxyphenyl)-3-oxoprop-1-en-1-yl)phenoxy)-2,3-dihydrothiazolo[3,2-a]pyridin-4-ium chloride [Cl-].COC1=C(C=CC=C1)C(/C=C/C1=CC=C(OC2CSC3=[N+]2C=CC=C3)C=C1)=O